CC1C(CCC1C)CC(=O)O 2,3-dimethylcyclopentyl-acetic acid